4-[1-[[4-[2-(2-Trifluoromethoxyphenoxy)ethyl-methyl-amino]tetrahydropyran-4-carbonyl]amino]cyclopropyl]benzoic acid FC(OC1=C(OCCN(C2(CCOCC2)C(=O)NC2(CC2)C2=CC=C(C(=O)O)C=C2)C)C=CC=C1)(F)F